N-(3-methylbut-2-en-1-yl)-N-(1,3-dimethyl-2,4-dioxo-1,2,3,4-tetrahydropyrimidin-5-yl)-3-(4-(4-bromobenzoyl)piperazin-1-yl)propionamide CC(=CCN(C(CCN1CCN(CC1)C(C1=CC=C(C=C1)Br)=O)=O)C=1C(N(C(N(C1)C)=O)C)=O)C